5-(3-(2-methoxypyridin-3-yl)pyrazolo[1,5-a]pyrimidin-5-yl)-1-neopentyl-4,5,6,7-tetrahydro-1H-pyrazolo[4,3-c]pyridine COC1=NC=CC=C1C=1C=NN2C1N=C(C=C2)N2CC1=C(CC2)N(N=C1)CC(C)(C)C